S1C=2C3=C(C=C1)C=CC=C3C=CC2 naphtho[1,8-bc]thiopyran